C1(CC1)C(C)(C)NC(=O)C1=NNC(=C1)C=1C=C(C=CC1)C=1OC(=CN1)C(=O)NC(CC)CC 2-(3-(3-((2-Cyclopropylpropan-2-Yl)Carbamoyl)-1H-Pyrazol-5-Yl)Phenyl)-N-(Pentan-3-Yl)Oxazole-5-Carboxamide